N-(4-acetyl-3-(4-(trifluoromethyl)phenyl)-4,5,6,7-tetrahydropyrazolo[1,5-a]pyrimidin-6-yl)acrylamide C(C)(=O)N1C=2N(CC(C1)NC(C=C)=O)N=CC2C2=CC=C(C=C2)C(F)(F)F